Ethyl 2-(2-fluorophenyl)-6,7-dihydro-5H-pyrazolo[5,1-b][1,3]thiazine-3-carboxylate FC1=C(C=CC=C1)C1=NN2C(SCCC2)=C1C(=O)OCC